N1N=C(N=C1)C=1C=C(C=CC1)NC1=CC2=C(C=N1)C=C(N2)C=2C=NC=CC2 N-(3-(1H-1,2,4-triazol-3-yl)phenyl)-2-(pyridin-3-yl)-1H-pyrrolo[3,2-c]pyridin-6-amine